FC1=C(C(=CC(=C1)OC)F)C1C(C(NC1)=O)NC=1OC(=NN1)C1=CC=C(C=C1)OC1=NC=NC(=C1)OC 4-(2,6-difluoro-4-methoxyphenyl)-3-[(5-{4-[(6-methoxypyrimidin-4-yl)oxy]phenyl}-1,3,4-oxadiazol-2-yl)amino]pyrrolidin-2-one